C(C)C1=NN(C(=C1)N)CC1=CC=C(C=C1)OC ethyl-1-(4-methoxybenzyl)-1H-pyrazol-5-amine